tert-Butyl 3-[4-(1-[[(benzyloxy)carbonyl]amino]propan-2-yl)-2-cyanophenyl]-3,8-diazabicyclo[3.2.1]octane-8-carboxylate C(C1=CC=CC=C1)OC(=O)NCC(C)C1=CC(=C(C=C1)N1CC2CCC(C1)N2C(=O)OC(C)(C)C)C#N